C(C1=CC=CC=C1)OC1=CC=C(OC2=C(C=C3C=NN(C3=C2)C)C(=O)O)C=C1 6-(4-benzyloxyphenoxy)-1-methyl-indazole-5-carboxylic acid